BrC1=CC=CC=2C=C(SC21)CO (7-bromobenzothiophene-2-yl)methanol